C(C)(C)(C)OC(=O)N1[C@@H](CN([C@H](C1)CO)CC(=O)N1CC(C2=NC=C(C=C21)CC2=CC=C(C=C2)F)(C)C)C (2R,5R)-4-{2-[6-(4-fluorobenzyl)-3,3-dimethyl-2,3-dihydro-pyrrolo[3,2-b]pyridin-1-yl]-2-oxo-ethyl}-5-hydroxymethyl-2-methyl-piperazine-1-carboxylic acid tert-butyl ester